C(#N)[C@H](C[C@H]1C(NCC1)=O)NC([C@H](CCSC)N1C(=CC2=C(C=CC=C12)OC)C(=O)N)=O ((S)-1-(((S)-1-cyano-2-((S)-2-oxopyrrolidin-3-yl)ethyl)amino)-4-(methylthio)-1-oxobutan-2-yl)-4-methoxy-1H-indole-2-carboxamide